6-(3-(6-fluoropyridin-3-yl)-7,8-dihydro-1,6-naphthyridin-6(5H)-yl)-5-methylnicotinonitrile FC1=CC=C(C=N1)C=1C=NC=2CCN(CC2C1)C1=NC=C(C#N)C=C1C